cyclopropyl-4-fluoro-6-(r-isobutyl-[1,4'-bipiperidin]-4-yl)-2-(4-(methylsulfonyl)phenyl)-1H-benzo[d]imidazole C1(CC1)N1C(=NC2=C1C=C(C=C2F)C2C[C@H](N(CC2)C2CCNCC2)CC(C)C)C2=CC=C(C=C2)S(=O)(=O)C